C(C)(C)OC1=NOC=C1 3-isopropoxyisoxazole